FC(OC=1C=CC(=NC1)N)(F)F 5-trifluoromethoxypyridin-2-amine